CC1(COCCC1NC(C1=NC(=CC(=C1)C)N1C=NC=C1)=O)C N-(3,3-Dimethyltetrahydro-2H-pyran-4-yl)-6-(1H-imidazol-1-yl)-4-methylpicolinamide